N-[1-(5-chloropyridin-3-yl)cyclopropyl]-5-[5-(trifluoromethyl)-1,2,4-oxadiazol-3-yl]pyrimidin-2-amine ClC=1C=C(C=NC1)C1(CC1)NC1=NC=C(C=N1)C1=NOC(=N1)C(F)(F)F